C(C)(C)(C)OC(=O)N1CC2=CC(=C(C=C2C1)OCCCOC=1C(=CC2=C(C=C(S2)C(CCC(=O)O)=O)C1F)OC)OC 4-[5-[3-(2-tert-butoxycarbonyl-6-methoxy-isoindolin-5-yl)oxypropoxy]-4-fluoro-6-methoxy-benzothiophen-2-yl]-4-oxo-butanoic acid